N1[C@H](CC1)COC=1C=NC=CC1C1=C(C=2C(NCCC2N1)=O)NC1=C(C(=CC=C1)Cl)OC 2-{3-[(2R)-azetidin-2-ylmethoxy]pyridin-4-yl}-3-[(3-chloro-2-methoxyphenyl)amino]-1H,5H,6H,7H-pyrrolo[3,2-c]pyridin-4-one